C(C)(C)(C)C=1NC=2N(C(C1)=O)N=CC2NC(C2=CC=C(C=C2)F)=O N-(5-(tert-butyl)-7-oxo-4,7-dihydropyrazolo[1,5-a]pyrimidin-3-yl)-4-fluorobenzamide